methyl 2-amino-4-(2-aminophenyl)-4-oxobutanoate NC(C(=O)OC)CC(=O)C1=C(C=CC=C1)N